N-((4,4-dioxido-1-(4-(trifluoromethyl)phenyl)-2,3-dihydro-1H-pyrido[2,3-b][1,4]thiazin-3-yl)methyl)acetamide O=S1(C2=C(N(CC1CNC(C)=O)C1=CC=C(C=C1)C(F)(F)F)C=CC=N2)=O